5,6-dimethyl-pyrazine-2-carboxylic acid CC=1N=CC(=NC1C)C(=O)O